(1S,5R)-3-(8-cyanoquinolin-5-yl)-N-((1R,3R)-3-morpholinocyclobutyl)-5-(trifluoromethyl)-3-azabicyclo[3.1.0]hexane-1-carboxamide C(#N)C=1C=CC(=C2C=CC=NC12)N1C[C@@]2(C[C@@]2(C1)C(F)(F)F)C(=O)NC1CC(C1)N1CCOCC1